(1S,6S)-6-methyl-3-propan-2-ylidene-7-oxabicyclo[4.1.0]heptan-2-one C[C@@]12CCC(C([C@H]2O1)=O)=C(C)C